8-(5-fluoro-6-methoxy-4-methylbenzo[d]thiazol-2-yl)-3-methoxyquinoxaline-6-carbaldehyde FC=1C(=CC2=C(N=C(S2)C=2C=C(C=C3N=C(C=NC23)OC)C=O)C1C)OC